CC1=C(C(CCC1)(C)C)CCC(=O)C Dihydro-β-ionone